O.O.C(C(=O)O)(=O)O oxalic acid-dihydrate